OC1=C(C2=C(N(C1=O)CC1CCOCC1)C=CS2)C(=O)O 6-hydroxy-5-oxo-4-[(tetrahydro-2H-pyran-4-yl)methyl]-4,5-dihydrothieno[3,2-b]pyridine-7-carboxylic acid